di(naphthalen-1-yl)-N,N'-diphenyl-benzidine methyl-4-methyl-4-(1-methylpyrazol-4-yl)-1,3-dihydroisoquinoline-2-carboxylate COC(=O)N1CC2=CC=CC=C2C(C1)(C=1C=NN(C1)C)C.C1(=CC=CC2=CC=CC=C12)N(C1=CC=C(C2=CC=C(N(C3=CC=CC=C3)C3=CC=CC4=CC=CC=C34)C=C2)C=C1)C1=CC=CC=C1